4-[(1R)-1-[5-(2,4-ditert-butoxypyrimidin-5-yl)-1-methyl-pyrazolo[3,4-c]pyridazin-3-yl]oxy-2,2-difluoro-ethyl]-N-[(1S)-2,2,2-trifluoro-1-methyl-ethyl]pyridin-2-amine C(C)(C)(C)OC1=NC=C(C(=N1)OC(C)(C)C)C=1C=C2C(=NN1)N(N=C2O[C@@H](C(F)F)C2=CC(=NC=C2)N[C@H](C(F)(F)F)C)C